1-((2R,5S)-5-((trityloxy)methyl)-2,5-dihydrofuran-2-yl)-5-vinylpyrimidine-2,4(1H,3H)-dione C(C1=CC=CC=C1)(C1=CC=CC=C1)(C1=CC=CC=C1)OC[C@@H]1C=C[C@@H](O1)N1C(NC(C(=C1)C=C)=O)=O